C12(CC3CC(CC(C1)C3)C2)N(C(CCCCCC[NH-])C2=CC=C(C=C2)NC2C(NC(CC2)=O)=O)C 7-((adamantan-1-yl)(methyl)amino)-N-(4-((2,6-dioxopiperidin-3-yl)amino)phenyl)heptylamide